(5aR,5bS,7aS,10aS,10bR,12aR)-5a,7a-dimethyl-2-(4-methylphenyl)-4,5,5a,5b,6,7,7a,9,10,10a,10b,11,12,12a-tetradecahydro-8H-cyclopenta[7,8]phenanthro[2,1-d]thiazol-8-one C[C@@]12CCC=3N=C(SC3[C@@H]2CC[C@H]2[C@H]3[C@](CC[C@H]12)(C(CC3)=O)C)C3=CC=C(C=C3)C